tert-butyl 2-amino-4H,6H,7H-pyrazolo[1,5-a]pyrazine-5-carboxylate NC1=NN2C(CN(CC2)C(=O)OC(C)(C)C)=C1